2-[1-(2,2-difluoroethyl)-1H-pyrazolo[3,4-d]pyrimidin-6-yl]-8-[2-methyl-6-(trifluoromethyl)pyrimidin-4-yl]-2,8-diazaspiro[4.5]decane FC(CN1N=CC=2C1=NC(=NC2)N2CC1(CC2)CCN(CC1)C1=NC(=NC(=C1)C(F)(F)F)C)F